(2S,4R)-1-(tert-butoxycarbonyl)-4-fluoro-pyrrolidine-2-carboxylic acid C(C)(C)(C)OC(=O)N1[C@@H](C[C@H](C1)F)C(=O)O